N-t-butoxycarbonyl-L-homoserine ethyl ester C(C)OC([C@@H](NC(=O)OC(C)(C)C)CCO)=O